3-indolyl-propionic acid zinc salt [Zn+2].N1C(=CC2=CC=CC=C12)CCC(=O)[O-].N1C(=CC2=CC=CC=C12)CCC(=O)[O-]